ClC=1C=C(CON=CC2=CN=C3SC(=CN32)C3=CC=C(C=C3)Cl)C=CC1Cl (4-Chlorophenyl)imidazo[2,1-b][1,3]thiazole-5-carbaldehyde-O-(3,4-dichlorobenzyl)oxime